O[C@H](COC=1C=C(C=CC1)S(=O)(=O)NOC)CNC1COC2(C1)CCN(CC2)S(=O)(=O)C2=CC1=CC=CC=C1C=C2 3-((2S)-2-hydroxy-3-(8-(naphthalene-2-ylsulfonyl)-1-oxa-8-azaspiro[4.5]dec-3-ylamino)propoxy)-N-methoxybenzenesulfonamide